2-(4-(1-Acryloyl-1,2,3,6-tetrahydropyridin-4-yl)-6-((5-methylthiazol-2-yl)amino)-1H-pyrrolo[3,2-c]pyridin-1-yl)-2-methylpropanenitrile C(C=C)(=O)N1CCC(=CC1)C1=NC(=CC2=C1C=CN2C(C#N)(C)C)NC=2SC(=CN2)C